3-((8-methoxy-2-(6-methoxy-4-methylpyridin-3-yl)-2,3-dihydrobenzo[b][1,4]dioxin-6-yl)methyl)-3H-imidazo[4,5-b]pyridine COC1=CC(=CC2=C1OC(CO2)C=2C=NC(=CC2C)OC)CN2C=NC=1C2=NC=CC1